FC(C(=O)O)(F)F.C(C)(C)(C)[S@@](=O)N=C1C2=CC(=CC=C2CC12CCNCC2)C(=O)N (S)-1-(((R)-tert-butylsulfinyl)imino)-1,3-dihydrospiro[indene-2,4'-piperidine]-6-carboxamide trifluoroacetate salt